C1(CCCCC1)N1CCN(C2=CC=CC=C12)C(CCN1CCCCC1)=O 1-(4-Cyclohexyl-3,4-dihydroquinoxalin-1(2H)-yl)-3-(piperidin-1-yl)propan-1-one